1-[4-[4-[6-(5-Cyanopyrazolo[3,4-b]pyridin-1-yl)-4-(cyclopentylamino)-3-pyridyl]triazol-1-yl]cyclohexanecarbonyl]-N-[4-(2,4-dioxohexahydropyrimidin-1-yl)phenyl]piperidine-4-carboxamide C(#N)C=1C=C2C(=NC1)N(N=C2)C2=CC(=C(C=N2)C=2N=NN(C2)C2CCC(CC2)C(=O)N2CCC(CC2)C(=O)NC2=CC=C(C=C2)N2C(NC(CC2)=O)=O)NC2CCCC2